7-(1H-indazol-5-yl)-8,9,10,11-tetrahydro-3H-pyrazolo[4,3-a]phenanthridine N1N=CC2=CC(=CC=C12)C1=NC2=CC=C3C(=C2C=2CCCCC12)C=NN3